FC1=C2CCC(C2=CC(=C1)I)=O 4-fluoro-6-iodo-2,3-dihydro-1H-inden-1-one